3-(4-aminophenyl)-1-cyclobutyl-1H-pyrazolo[3,4-d]pyrimidin-4-amine NC1=CC=C(C=C1)C1=NN(C2=NC=NC(=C21)N)C2CCC2